C(#N)C=1C=C2C(=CC1)NC(C21CCN(CC1)CCOC1=CC=C(C=C1)C1(COC1)C(=O)NC)=O 3-[4-(2-{5-cyano-2-oxo-1,2-dihydrospiro[indole-3,4'-piperidin]-1'-yl}ethoxy)phenyl]-N-methyloxetane-3-carboxamide